The molecule is an organic cation obtained by protonation of the imidazole group of (S)-eberconazole. It is a conjugate acid of a (S)-eberconazole. It is an enantiomer of a (R)-eberconazole(1+). [H+].C1CC2=C([C@H](C3=CC=CC=C31)N4C=CN=C4)C(=CC(=C2)Cl)Cl